1-(6Z,9Z,12Z,15Z-octadecatetraenoyl)-2-(9Z-octadecenoyl)-glycero-3-phospho-(1'-sn-glycerol) CCCCCCCC/C=C\CCCCCCCC(=O)O[C@H](COC(=O)CCCC/C=C\C/C=C\C/C=C\C/C=C\CC)COP(=O)(O)OC[C@H](CO)O